C(=O)(OC(C)(C)C)NC[C@@H](C)O N-Boc-(R)-1-amino-2-propanol